NC1=NC(=C(C=2N1N=C(N2)CO)C2=CN(C(C=C2)=O)C)C=2C=C(C#N)C=CC2 3-(5-amino-2-(hydroxymethyl)-8-(1-methyl-6-oxo-1,6-dihydropyridin-3-yl)-[1,2,4]triazolo[1,5-c]pyrimidin-7-yl)benzonitrile